BrC1=NN(C2=CC=C(C=C12)[N+](=O)[O-])C1OCCCC1 3-bromo-5-nitro-1-(tetrahydro-2H-pyran-2-yl)-1H-indazole